4-chloro-5-hydroxy-1-methyl-N-(4-methyl-1,1-dioxidotetrahydro-2H-thiopyran-4-yl)-1H-benzo[d]imidazole-2-carboxamide ClC1=C(C=CC=2N(C(=NC21)C(=O)NC2(CCS(CC2)(=O)=O)C)C)O